3-(N-morpholinyl)-2-hydroxypropane sodium [Na].N1(CCOCC1)CC(C)O